(5-Bromoquinazolin-8-yl)carbamic acid tert-butyl ester C(C)(C)(C)OC(NC=1C=CC(=C2C=NC=NC12)Br)=O